chlorodi(2-fluorophenyl)phosphine ClP(C1=C(C=CC=C1)F)C1=C(C=CC=C1)F